N-((1s,3s)-3-cyanocyclobutyl)-4-(5-methyl-2-((1-methyl-1H-pyrazol-4-yl)amino)pyrimidin-4-yl)benzamide C(#N)C1CC(C1)NC(C1=CC=C(C=C1)C1=NC(=NC=C1C)NC=1C=NN(C1)C)=O